6-((5-(3,4-difluorophenyl)oxazol-2-yl)amino)pyridazine-3-carbonitrile FC=1C=C(C=CC1F)C1=CN=C(O1)NC1=CC=C(N=N1)C#N